NC1=C2C(N(C(=NC2=CC=C1)C)C1(C(NC(CC1)=O)=O)[2H])=O 3-(5-amino-2-methyl-4-oxoquinazolin-3(4H)-yl)-(3-2H)-piperidine-2,6-dione